(rac)-3-[1-(pyrimidin-4-yl)ethoxy]-5-(4,4,5,5-tetramethyl-1,3,2-dioxaborolan-2-yl)pyridin-2-amine N1=CN=C(C=C1)[C@@H](C)OC=1C(=NC=C(C1)B1OC(C(O1)(C)C)(C)C)N |r|